C(C=C)N1C(C2=CC=C(C=C2C1(C)C)NC1=NC=C(C(=C1)N[C@H](CO)C1=CC=CC=C1)C1=NC2(CO1)CCOCC2)=O (S)-2-allyl-5-((4-((2-hydroxy-1-phenylethyl)amino)-5-(3,8-dioxa-1-azaspiro[4.5]dec-1-en-2-yl)pyridin-2-yl)amino)-3,3-dimethylisoindolin-1-one